Cl.N1CCC(CC1)N1CC2=CC=CC(=C2CC1)OC1=CC=C(C=C1)C(F)(F)F 2-(piperidin-4-yl)-5-(4-(trifluoromethyl)phenoxy)-1,2,3,4-tetrahydroisoquinoline hydrochloride